monotertiary butyl-diphenylamine C(C)(C)(C)N(C1=CC=CC=C1)C1=CC=CC=C1